[Cl-].[Cl-].C[Zr+2](C1C=CC2=C(C=CC(=C12)C)C)C1C=CC=C1 methylcyclopentadienyl-(4,7-dimethylindenyl)zirconium dichloride